C(C)(C)(C)OC(N(CC=1NC(C=2SC(=C3OCCCC1C23)C2=CC=NC=C2)=O)CC2=CC=C(C=C2)OC)=O (4-methoxybenzyl)((3-oxo-1-(pyridin-4-yl)-4,6,7,8-tetrahydro-3H-9-oxa-2-thia-4-azabenzo[cd]azulen-5-yl)methyl)carbamic acid tert-butyl ester